Methoxybenzamide COC1=CC=CC=C1C(=O)N